(4-((tert-Butoxycarbonylamino)methyl)-2-fluoro-6-(trifluoromethyl)phenyl)-1H-pyrazolo[3,4-c]pyridine-1-carboxylic acid tert-butyl ester C(C)(C)(C)OC(=O)N1N=C(C=2C1=CN=CC2)C2=C(C=C(C=C2C(F)(F)F)CNC(=O)OC(C)(C)C)F